C(C)(C)C1=C(C(=CC(=C1)C(C)C)C(C)C)OB(O)O 2,4,6-triisopropylphenyl-boric acid